((6-methoxy-2-methyl-1,2,3,4-tetrahydroisoquinolin-7-yl)amino)-5-((2-(1-methoxyethyl)phenyl)amino)-1,2,4-triazine-6-carboxamide COC=1C=C2CCN(CC2=CC1NC=1N=NC(=C(N1)NC1=C(C=CC=C1)C(C)OC)C(=O)N)C